Cl.C(C)N(CCS)CC 2-diethylaminoethanethiol hydrochloride